OC(=O)C(F)(F)F.NC[C@@H](C(NCCOCCOCCOCCOCCC(=O)O)=O)N1C(C=CC1=O)=O (S)-1-amino-2-(2,5-dioxo-2,5-dihydro-1H-pyrrol-1-yl)-3-oxo-7,10,13,16-tetraoxa-4-azanonadecan-19-oic acid TFA salt